5-[(3,5-dimethyl-1,2-oxazol-4-yl)methyl]-7-hexyl-5H,6H,8H,9H,10H-cyclohepta[b]indole-4-carboxylic acid CC1=NOC(=C1CN1C2=C(C3=CC=CC(=C13)C(=O)O)CCCC(C2)CCCCCC)C